[Mg+2].P(=O)([O-])([O-])[O-].C(CCCCCCCCCCCC)OCCCCCCCCCCCCC.P(=O)([O-])([O-])[O-].[Mg+2].[Mg+2] tridecyl ether phosphate magnesium salt